CC1=C(C(=CC=C1)C)C1=CC=C(S1)C=NS(=O)(=O)C1=CC=C(C=C1)C N-((5-(2,6-dimethylphenyl)thiophen-2-yl)methylene)-4-methylbenzenesulfonamide